(2-amino-9-((2R,3S,4S,5R)-4-fluoro-3-hydroxy-5-(hydroxymethyl)tetrahydrofuran-2-yl)-6,8-dioxo-1,6,8,9-tetrahydro-7H-purin-7-yl)-N-hydroxyacetamide NC=1NC(C=2N(C(N(C2N1)[C@@H]1O[C@@H]([C@H]([C@H]1O)F)CO)=O)CC(=O)NO)=O